ClC=1C=C(OC=2C=CC=C3CC(COC23)NC(C=C)=O)C=CC1Cl N-{8-(3,4-dichlorophenoxy)chroman-3-yl}acrylamide